ClC1=CC=C(C=C1)N1N=C2C(=NN=C(C2=C1C)C)N1CC(CCC1)C(=O)NCCN1CCCC1 1-(2-(4-chlorophenyl)-3,4-dimethyl-2H-pyrazolo[3,4-d]pyridazin-7-yl)-N-(2-(pyrrolidin-1-yl)ethyl)piperidine-3-carboxamide